C1(CC1)N1C[C@H](CC1)NC1=C(C=C(C=C1)S(=O)(=O)NC(C1=C(C=CC=C1)OC=1C=C2C(=NC1)NC=C2)=O)[N+](=O)[O-] N-[(4-{[(3S)-1-cyclopropylpyrrolidin-3-yl]amino}-3-nitrophenyl)sulfonyl]-2-(1H-pyrrolo[2,3-b]pyridin-5-yloxy)benzamide